potassium vinyltri-fluoroborate C(=C)[B-](F)(F)F.[K+]